6-(4-methoxybenzyl)-8-(2-oxa-6-azaspiro[3.3]heptan-6-yl)-2-(propan-2-yl)-2,6-dihydroimidazo[1,2-c]pyrido[2,3-e]pyrimidin-5(3H)-one COC1=CC=C(CN2C(N3C(C4=C2C=C(C=N4)N4CC2(COC2)C4)=NC(C3)C(C)C)=O)C=C1